(2S)-3-((4,4-bis(octyloxy)butanoyl)oxy)-2-(((9Z,12Z)-octadeca-9,12-dienoyloxy)methyl)propyl 1-methylpyrrolidine-2-carboxylate CN1C(CCC1)C(=O)OC[C@H](COC(CCC(OCCCCCCCC)OCCCCCCCC)=O)COC(CCCCCCC\C=C/C\C=C/CCCCC)=O